ClC1=CC=C(C=C1)C(NC(=O)[C@H]1NC(NC1)=O)C1=C(N=C(S1)C(F)(F)F)C (4S)-N-((4-chlorophenyl)(4-methyl-2-(trifluoro-methyl)thiazol-5-yl)methyl)-2-oxoimidazolidine-4-carboxamide